Tribromoethan BrC(C)(Br)Br